N1(CCNCC1)C(=O)N1CCSC2=C(C1)C(=CC=C2)C(F)(F)F piperazin-1-yl(6-(trifluoromethyl)-2,3-dihydrobenzo[f][1,4]thiazepin-4(5H)-yl)methanone